C12(CC3CC(CC(C1)C3)C2)CNS(=O)(=O)C2=CC=C(C=C2)C2=CC=C(C=C2)C#C N-(1'-adamantylmethyl)-4'-acetylenyl-4-biphenylsulfonamide